C(C)OC1=NC=CC=C1C1=NC(=C(C=C1)F)C(=O)NC1CN(C1)C 2'-ethoxy-5-fluoro-N-(1-methylazetidin-3-yl)-[2,3'-bipyridine]-6-carboxamide